FC1=C(C=CC(=C1)F)C1=CC=C(C=C1)N1C=NC2=C1C=C(C=C2)C2=CC=C(C=C2)NC(=O)NCCN(C)C 1-(4-(1-(2',4'-difluoro-[1,1'-biphenyl]-4-yl)-1H-benzo[d]imidazol-6-yl)phenyl)-3-(2-(di-methylamino)ethyl)urea